C(C)[C@@H]1[C@H](C1)C=1C=2N(N=C(C1)C=1C(NC(NC1)=O)=O)C=CC2F 5-(4-((1S,2S)-2-ethylcyclopropyl)-5-fluoropyrrolo[1,2-b]pyridazin-2-yl)pyrimidine-2,4(1H,3H)-dione